tert-butyl (1-hydroxy-3,6,9,12-tetraoxahexadecane-16-yl)carbamate OCCOCCOCCOCCOCCCCNC(OC(C)(C)C)=O